4-(5-methyl-4-acetoxyphenyl)benzoic acid CC=1C(=CC=C(C1)C1=CC=C(C(=O)O)C=C1)OC(C)=O